[Mg].[Ca].[K].[P].[N].[C] carbon nitrogen phosphorus potassium calcium magnesium